1-(1-((5-(4-(4-aminobut-1-yn-1-yl)phenyl)isoxazol-3-yl)methyl)-1H-imidazol-2-yl)ethan-1-ol NCCC#CC1=CC=C(C=C1)C1=CC(=NO1)CN1C(=NC=C1)C(C)O